BrC=1C=C(C(=NC1)C#N)C(F)(F)F 5-bromo-3-(trifluorometh-yl)picolinonitrile